2-nitro-2-(toluidino)benzonitrile [N+](=O)([O-])C1(C(C#N)C=CC=C1)NC1=CC=C(C=C1)C